NCCCCCCNCCCCCCN N,N-bis-(6-aminohexyl)amine